C(C)C(C(=O)[O-])(CCCCCCCC)CCCCCC.[Nd+3].C(C)C(C(=O)[O-])(CCCCCCCC)CCCCCC.C(C)C(C(=O)[O-])(CCCCCCCC)CCCCCC Neodymium (2-ethyl-2-hexyl decanoate)